6-bromo-N,N-dimethyl-pyridine-2-carboxamide BrC1=CC=CC(=N1)C(=O)N(C)C